2-(9-hydroxynonyl)isoindole-1,3-dione OCCCCCCCCCN1C(C2=CC=CC=C2C1=O)=O